ClC1=C(C=C(N1)C(=O)OC)F methyl 5-chloro-4-fluoro-1H-pyrrole-2-carboxylate